FC1=C(C=C(C(=C1)N1C[C@H](N([C@H](C1)C)C)C)NC(=O)C1=CNC(C=C1C(F)(F)F)=O)C1=CCCN(C1)C(=O)OCC |r| ethyl 5-[2-fluoro-5-[[6-oxo-4-(trifluoromethyl)-1H-pyridine-3-carbonyl]amino]-4-[rac-(3R,5S)-3,4,5-trimethylpiperazin-1-yl]phenyl]-3,6-dihydro-2H-pyridine-1-carboxylate